tert-Butyl N-[[4-(2-oxopyrrolidin-1-yl)phenyl]methyl]carbamate O=C1N(CCC1)C1=CC=C(C=C1)CNC(OC(C)(C)C)=O